C(CCCCCCCCCCCC)(=O)O[C@@H]1[C@H](O[C@H](C1(F)F)N1C(N=C(C=C1)N)=O)COP(=O)(O)OCCCCCCCCCCCC (2R,3R,5R)-5-(4-amino-2-oxopyrimidin-1(2H)-yl)-2-((((dodecyloxy)(hydroxy) phosphoryl)oxy)methyl)-4,4-difluorotetrahydrofuran-3-yl tridecanoate